hydroxymethylcyclohexyl-ethanone ethyl-1-methylcyclopropane-carboxylat C(C)OC(=O)C1(CC1)C.OCCC(=O)C1CCCCC1